NCC=1N(C2=CC(=CC=C2C(C1C)=O)C1=NC(=NC=C1F)N[C@@H]1C[C@H]2CO[C@@H]([C@H]1O)O2)C(C)C 2-(aminomethyl)-7-(5-fluoro-2-(((1S,3R,4S,5R)-4-hydroxy-6,8-dioxabicyclo[3.2.1]octan-3-yl)amino)pyrimidin-4-yl)-1-isopropyl-3-methylquinolin-4(1H)-one